ClC=1C=CC2=C([C@H](C[C@H](O2)C(=O)NC23C[C@@H](C(CC2)(CC3)NC(=O)C3CC(C3)OC(F)(F)F)O)O)C1 (2S,4S)-6-chloro-4-hydroxy-N-[(3S)-3-hydroxy-4-{[(1S,3R)-3-(trifluoromethoxy)cyclobutane-1-carbonyl]amino}bicyclo[2.2.2]oct-1-yl]-3,4-dihydro-2H-1-benzopyran-2-carboxamide